BrC=1C=C(C=C2C=CN(C12)C[C@@H]1CN(CCO1)C(=O)OC(C)(C)C)Cl tert-butyl (R)-2-((7-bromo-5-chloro-1H-indol-1-yl)methyl)morpholine-4-carboxylate